5-Fluoro-N-[3-fluoro-4-(2-{2H-pyrazolo[4,3-b]pyridin-5-yl}ethynyl)pyridin-2-yl]-2-methoxypyridine-3-sulfonamide FC=1C=C(C(=NC1)OC)S(=O)(=O)NC1=NC=CC(=C1F)C#CC=1C=CC=2C(N1)=CNN2